ClC=1C=CC(=C2C3(NC(NC12)=O)CCCCC3)OC3=C(C=CC=C3F)NS(=O)(=O)C(F)(F)F N-{2-[(8'-chloro-2'-oxo-2',3'-dihydro-1'H-spiro[cyclohexane-1,4'-quinazolin]-5'-yl)oxy]-3-fluorophenyl}-1,1,1-trifluoromethanesulfonamide